C1(CCC1)N1N=CC(=C1)C(=O)NC1=CC2=C(C=N1)C=C(N2)C2=CC(=NC=C2)C 1-cyclobutyl-N-(2-(2-methylpyridin-4-yl)-1H-pyrrolo[3,2-c]pyridin-6-yl)-1H-pyrazole-4-carboxamide